8-(2-fluoro-4-iodoanilino)-2-(2-hydroxyethoxy)-2,6-naphthyridin-1(2H)-one FC1=C(NC=2C=NC=C3C=CN(C(C23)=O)OCCO)C=CC(=C1)I